F[C@H]1CN(CC[C@@H]1NC(C=C)=O)C=1C=CC=2N=CN=C(C2N1)NC1=C(C(=C(C=C1)OC1=CC2=C(N(N=N2)C)C=C1)C)F N-((3S,4S)-3-fluoro-1-(4-((2-fluoro-3-methyl-4-((1-methyl-1H-benzo[d][1,2,3]triazol-5-yl)oxy)phenyl)amino)pyrido[3,2-d]pyrimidin-6-yl)piperidin-4-yl)acrylamide